FC(C=1N=CC=2N(C1)C(=CN2)C2=NC=CC(=N2)N2CC(NC(C2)C=2C=NNC2C)C)F 6-(Difluoromethyl)-3-(4-(3-methyl-5-(5-methyl-1H-pyrazol-4-yl)piperazin-1-yl)pyrimidin-2-yl)imidazo[1,2-a]pyrazine